OC(CCCC1=CCC(CC1)C=[N+](C)[O-])(C)C 1-(4-(4-hydroxy-4-methylpentyl)cyclohex-3-en-1-yl)-N-methylmethanimine oxide